FC1=C(C=CC=C1)C(CCC[C@@H](C)[C@H]1CC[C@H]2[C@@H]3CC=C4C[C@H](CC[C@]4(C)[C@H]3CC[C@]12C)O)O 24-[(2-fluorophenyl)(hydroxyl)methyl]cholane-6(5)-ene-3β-ol